ethyl (E)-4-((3,4-difluorophenyl) (methyl-d3)amino)-4-oxobut-2-enoate FC=1C=C(C=CC1F)N(C(/C=C/C(=O)OCC)=O)C([2H])([2H])[2H]